(R)-N-(8,9-difluoro-6-oxo-1,4,5,6-tetrahydro-2H-pyrano[3,4-c]isoquinolin-1-yl)-5-(4-fluorophenyl)-N-methylisoxazole-3-carboxamide FC=1C(=CC=2C3=C(NC(C2C1)=O)COC[C@@H]3N(C(=O)C3=NOC(=C3)C3=CC=C(C=C3)F)C)F